3-(4-methyl-3-(2-methyl-2H-1,2,3-triazol-4-yl)-1-phenyl-1H-pyrazol-5-yl)urea CC=1C(=NN(C1NC(N)=O)C1=CC=CC=C1)C1=NN(N=C1)C